5-sec-butyl-1-isobutyl-3-tert-butyl-4-hydroxy-pyrazole C(C)(CC)C1=C(C(=NN1CC(C)C)C(C)(C)C)O